1,2,3,5,8,8a-hexahydroindolizine tert-butyl-2-(4-amino-8-methyl-6-(2-(trifluoromethyl)pyridin-3-yl)-9H-pyrimido[4,5-b]indol-9-yl)acetate C(C)(C)(C)OC(CN1C2=C(C3=CC(=CC(=C13)C)C=1C(=NC=CC1)C(F)(F)F)C(=NC=N2)N)=O.C2CCN1CC=CCC21